CC1=CC[C@@H](CC1)C(=C)C (6R)-3-methyl-6-prop-1-en-2-ylcyclohex-2-en